1-((2R,5S)-4-(5-(azetidin-1-yl)-7-(3-fluorophenyl)-7H-pyrrolo[2,3-d]pyrimidin-4-yl)-2,5-dimethylpiperazin-1-yl)-2-methoxy-2-methylpropan-1-one N1(CCC1)C1=CN(C=2N=CN=C(C21)N2C[C@H](N(C[C@@H]2C)C(C(C)(C)OC)=O)C)C2=CC(=CC=C2)F